CS(=O)(=O)OCCN1C(C=C(C=C1C)N1C(C(CC1)(C1=CC=CC=C1)C)=O)=O 2-(6-methyl-4-(3-methyl-2-oxo-3-phenylpyrrolidin-1-yl)-2-oxopyridin-1(2H)-yl)ethyl methanesulfonate